2-(benzylsulfanyl)-3-chloro-5-fluoro-6-(2,3,4,6-tetrafluorophenyl)pyridine C(C1=CC=CC=C1)SC1=NC(=C(C=C1Cl)F)C1=C(C(=C(C=C1F)F)F)F